C(OC)([O-])[O-] methyl orthoformat